2-(tert-butyl) 3-ethyl 8-((tert-butyldimethylsilyl) oxy)-2-azaspiro[4.5]decane-2,3-dicarboxylate [Si](C)(C)(C(C)(C)C)OC1CCC2(CC(N(C2)C(=O)OC(C)(C)C)C(=O)OCC)CC1